N-(2-(4,4-difluoropiperidin-1-yl)-6-methylpyrimidin-4-yl)-2-(4,4-dimethyl-1,4-azasilinan-1-yl)-4-((2-hydroxyethyl)sulfonamido)benzamide FC1(CCN(CC1)C1=NC(=CC(=N1)NC(C1=C(C=C(C=C1)NS(=O)(=O)CCO)N1CC[Si](CC1)(C)C)=O)C)F